C(CCCCCCCCCCC)C1=CC=C(C=C1)N1NC(=CC1(C1=CC=C(C=C1)CCCCCCCCCCCC)C=CC1=CC=C(C=C1)CCCCCCCCCCCC)C=CC1=CC=CC=C1 1-(4-dodecyl-phenyl)-3-styryl-5-(4-dodecyl-styryl)-5-(4-dodecyl-phenyl)-pyrazoline